2-methoxy-N-(2-methoxyethyl)-3-[3-(pyrrolidin-1-yl)propoxy]-6H,7H,8H-cyclopenta[b]1,5-naphthyridin-9-amine COC=1N=C2C(=C3C(=NC2=CC1OCCCN1CCCC1)CCC3)NCCOC